1,8-bis(2-oxazolin-2-yl)octane O1C(=NCC1)CCCCCCCCC=1OCCN1